3'-(2-pyridyl)spiro[cyclopropane-1,5'-imidazo[1,2-a]imidazole]-6'-one N1=C(C=CC=C1)C1C=NC=2N1C1(C(N2)=O)CC1